ClC1=CC(=C(C=C1)C1=NC(=CC=2N=C(N(C(C21)=O)C)C)N2C[C@H](C(CC2)(F)F)N(C)C)F (R)-5-(4-chloro-2-fluorophenyl)-7-(3-(dimethylamino)-4,4-difluoropiperidin-1-yl)-2,3-dimethylpyrido[4,3-d]pyrimidin-4(3H)-one